3-(2,6-difluoro-4-(2,8-diazaspiro[4.5]decan-8-yl)phenyl)piperidine-2,6-dione FC1=C(C(=CC(=C1)N1CCC2(CCNC2)CC1)F)C1C(NC(CC1)=O)=O